ClC1=CC=C(C=C1)[C@@]1(N(C(C2=CC(=CC(=C12)F)[C@](CC)(C1CCN(CC1)CCO)O)=O)CC1=NC=C(C=N1)Cl)OC (3R)-3-(4-chlorophenyl)-2-[(5-chloropyrimidin-2-yl)methyl]-4-fluoro-6-[(1S)-1-hydroxy-1-[1-(2-hydroxyethyl)piperidin-4-yl]propyl]-3-methoxy-2,3-dihydro-1H-isoindol-1-one